COC=1C=C(C=CC1OC)C=1N=C2N(CCCC2)C1 2-(3,4-dimethoxyphenyl)-5,6,7,8-tetrahydroimidazo[1,2-a]pyridine